BrC1=NC(=CC(=C1)CS(=O)(=O)CCC(=O)OC)N1[C@H](COCC1)CC methyl (S)-3-(((2-bromo-6-(3-ethylmorpholino)pyridin-4-yl)methyl)sulfonyl)propanoate